heptan-2-carbonitril CC(CCCCC)C#N